(R)-N-(4-(4-(2-(4,4-difluoropiperidin-1-yl)-6-methylpyrimidin-4-yl)-1H-pyrazol-1-yl)-3-(6-azaspiro[2.5]oct-6-yl)phenyl)-1-hydroxypropane-2-sulfonamide FC1(CCN(CC1)C1=NC(=CC(=N1)C=1C=NN(C1)C1=C(C=C(C=C1)NS(=O)(=O)[C@@H](CO)C)N1CCC2(CC2)CC1)C)F